FC(C(=O)O)(F)F.OCC1C2(CCN(CC2)C(=O)C=2C=CC(=C(C2)N2C(NC(CC2)=O)=O)OC)CCNC1 (5-(7-(hydroxymethyl)-3,9-diazaspiro[5.5]undecane-3-carbonyl)-2-methoxyphenyl)dihydropyrimidine-2,4(1H,3H)-dione trifluoroacetate